OC=1C=C2CC[C@@H]([C@@H](C2=CC1)C1=CC=C(OCCCCC2CCN(CC2)C(COC2=CC=C3C(=NN(C3=C2)C)C2C(NC(CC2)=O)=O)=O)C=C1)C1=CC=CC=C1 3-(6-(2-(4-(4-(4-((1R,2S)-6-Hydroxy-2-phenyl-1,2,3,4-tetrahydronaphthalen-1-yl)phenoxy)butyl)piperidin-1-yl)-2-oxoethoxy)-1-methyl-1H-indazol-3-yl)piperidine-2,6-dione